FC1([C@H](CN(CC1)C(C(=O)NC1=NC=C(C=C1)OC)C)C1=CNC(C=C1)=O)F 2-((S)-4,4-difluoro-3-(6-oxo-1,6-dihydropyridin-3-yl)piperidin-1-yl)-N-(5-methoxypyridin-2-yl)propanamide